OC1=CC(O[C@H]1C)=O (S)-4-hydroxy-5-methylfuran-2(5H)-one